OC=1C=C(C=C(C1O)[N+](=O)[O-])/C(=C(\C#N)/C(=O)N1CCCCC1)/O (Z)-3-(3,4-dihydroxy-5-nitrophenyl)-3-hydroxy-2-(piperidine-1-carbonyl)acrylonitrile